benzyl-Dodecyl-dimethylammonium chloride [Cl-].C(C1=CC=CC=C1)[N+](C)(C)CCCCCCCCCCCC